BrC=1C=C(CN2C(CNCC2)=O)C=CC1 (3-bromobenzyl)piperazin-2-one